C(C)(=O)O[C@H]1[C@H](O[C@H]([C@@H]([C@H]1OC(C)=O)OC(C)=O)OC1=C(C=CC(=C1)I)COC1=C(C(=CC(=C1F)F)F)F)COC(C)=O (2R,3S,4S,5R,6S)-2-(acetoxymethyl)-6-(5-iodo-2-((2,3,5,6-tetrafluoro-phenoxy)methyl)phenoxy)tetrahydro-2H-pyran-3,4,5-triyl triacetate